C(C1=CC=CC=C1)OC1=CC=CC2=C1C(=C(S2)C(F)F)C(=O)NCC2=NC(=CC=C2)O (benzyloxy)-2-(difluoromethyl)-N-[(6-hydroxypyridin-2-yl)methyl]-1-benzothiophene-3-carboxamide